D-glucopyranosyl-(1→1) α-D-glucopyranoside O([C@@H]1[C@H](O)[C@@H](O)[C@H](O)[C@H](O1)CO)C1[C@H](O)[C@@H](O)[C@H](O)[C@H](O1)CO